FC1=CC(=NC(=C1)N1CC(OCC1)C)N1CCC=2C=C(N=CC2C1)C(=O)O 7-(4-fluoro-6-(2-methylmorpholino)pyridin-2-yl)-5,6,7,8-tetrahydro-2,7-naphthyridine-3-carboxylic acid